CN(C(C(C(C1=CC(=CC=C1)OC)Br)Br)=O)C1=CC=CC=C1 N-methyl-N-phenyl-2,3-dibromo-3-m-methoxyphenylpropionamide